N1C=C(C2=CC=CC=C12)CCNC(C1=C(C=C(C=C1)F)NC1=CC(=C(C(=C1)OC)OC)OC)=O N-(2-(1H-indol-3-yl)ethyl)-4-fluoro-2-((3,4,5-trimethoxyphenyl)amino)benzamide